(S)-3-(3,5-dichlorophenyl)-3-(2-(3-(5,6,7,8-tetrahydro-1,8-naphthyridin-2-yl)propyl)-2-azaspiro[3.3]heptane-6-carboxamido)propionic acid ClC=1C=C(C=C(C1)Cl)[C@H](CC(=O)O)NC(=O)C1CC2(CN(C2)CCCC2=NC=3NCCCC3C=C2)C1